N-(tert-butyl)anilinosulfinyl chloride C(C)(C)(C)N(C1=CC=CC=C1)S(=O)Cl